1-(3-methylpyridin-2-yl)methylamine CC=1C(=NC=CC1)CN